3-((1-(tert-butoxycarbonyl)piperidin-4-yl)methoxy)-5-(difluoromethyl)thiophene-2-carboxylic acid C(C)(C)(C)OC(=O)N1CCC(CC1)COC1=C(SC(=C1)C(F)F)C(=O)O